3-Methyl-2-p-tolylundec-4-yn-2-ol CC(C(C)(O)C1=CC=C(C=C1)C)C#CCCCCCC